bis(triphenylphosphine) diacetate C(C)(=O)O.C(C)(=O)O.C1(=CC=CC=C1)P(C1=CC=CC=C1)C1=CC=CC=C1.C1(=CC=CC=C1)P(C1=CC=CC=C1)C1=CC=CC=C1